3-amino-1-(4-bromophenyl)-4-cyclopentyl-1H-pyrrole-2-carbonitrile NC1=C(N(C=C1C1CCCC1)C1=CC=C(C=C1)Br)C#N